C1(CC1)NC(=O)NCC=1N=NN(C1)CCC1=C(NC2=CC(=CC(=C12)Cl)Cl)C 1-cyclopropyl-3-((1-(2-(4,6-dichloro-2-methyl-1H-indol-3-yl)ethyl)-1H-1,2,3-triazol-4-yl)methyl)urea